BrC1=CC=C(C=C1)C=1C(=NOC1)C 4-(4-bromophenyl)-3-methylisoxazole